ClC=1N=C(C2=C(N1)SC(=C2)CC(F)(F)F)N([C@H]2C[C@H](C[C@@H]2OC)NCC2=CC=C(C=C2)C=2C=NC(=C(C2)OC)OC)C (1R,3S,4S)-N3-[2-chloro-6-(2,2,2-trifluoroethyl)thieno[2,3-d]pyrimidin-4-yl]-N1-{[4-(5,6-dimethoxypyridin-3-yl)phenyl]methyl}-4-methoxy-N3-methylcyclopentane-1,3-diamine